N[C@@H]1C[C@H](CC1)NC1=NC=C(C(=N1)N1C=CC=C1)C(F)(F)F (2-(((1S,3S)-3-Aminocyclopentyl)amino)-5-(trifluoromethyl)pyrimidin-4-yl)-1H-pyrrole